methyl cis-2-(biphenyl-3-ylmethyl)-3-((methylsulfonyl)amino)pyrrolidine-1-carboxylate C1(=CC(=CC=C1)C[C@@H]1N(CC[C@@H]1NS(=O)(=O)C)C(=O)OC)C1=CC=CC=C1